ClC1=C(C=C(C=C1)F)C1NS(C2=C1C(=CC=C2)[N+](=O)[O-])=O 3-(2-Chloro-5-fluorophenyl)-4-nitro-2,3-dihydrobenzo[d]isothiazole 1-oxide